NC=1C=2N(C=CN1)C(=NC2C2=CC=C(C(=O)NC=1SC(=CN1)CC)C=C2)C2N(CCCC2)C(C=CCOC)=O 4-(8-amino-3-(1-(4-methoxybut-2-enoyl)piperidin-2-yl)imidazo[1,5-a]Pyrazin-1-yl)-N-(5-ethylthiazol-2-yl)benzamide